C1(=CC=C(C=C1)C1=CC(=CC(=N1)N)N1CCN(CC1)C1=C(C=CC=C1)Cl)C1=CC=CC=C1 6-([1,1'-biphenyl]-4-yl)-4-(4-(2-chlorophenyl)piperazin-1-yl)pyridin-2-amine